ClC1=CC2=C(NC(=N2)CO)C=C1OCC1=C(C=CC=C1)Cl (5-chloro-6-(2-chlorobenzyloxy)-1H-benzo[d]imidazol-2-yl)methanol